5-(4-chloro-3-(phenylsulfonylamino)phenyl)nicotinic acid ClC1=C(C=C(C=C1)C=1C=NC=C(C(=O)O)C1)NS(=O)(=O)C1=CC=CC=C1